(R)-2-(3-(4-(tert-butoxycarbonyl)morpholin-3-yl)-5-chlorophenyl)oxazole-5-carboxylic acid C(C)(C)(C)OC(=O)N1[C@@H](COCC1)C=1C=C(C=C(C1)Cl)C=1OC(=CN1)C(=O)O